(2S,4S)-4-(4,4-difluoropiperidin-1-yl)pyrrolidine-2-carboxylic acid FC1(CCN(CC1)[C@H]1C[C@H](NC1)C(=O)O)F